N-methyl-3-(3,3,3-trifluoroprop-1-ynyl)cyclobutanecarboxamide CNC(=O)C1CC(C1)C#CC(F)(F)F